COC1=C(C(=CC=C1)OC)N1C(=NN=C1C=1OC(=CC1)C)SC(C(=O)OC)C1=NC=CC=C1 Methyl {[4-(2,6-dimethoxyphenyl)-5-(5-methylfuran-2-yl)-4H-1,2,4-triazol-3-yl]sulfanyl}(pyridin-2-yl)acetate